C1(=CC=CC=C1)NC1=CC=CC2=CC=CC=C12 Phenyl-alpha-Naphthylamin